COC1=CC2=C(OC(C=3N2C=CC3)C=3C(=NC=CC3)N3CCN(CC3)CCN(C)C)C=C1 2-(4-(3-(8-Methoxy-4H-benzo[b]pyrrolo[1,2-d][1,4]oxazin-4-yl)pyridin-2-yl)piperazin-1-yl)-N,N-dimethylethan-1-amine